OCCCCNC(OC(C)(C)C)=O tert-butyl N-(4-hydroxybutyl)carbamate